O[C@@]1(C[C@@H]2N(C3=C(OC2)N=CC(=C3)NC3=NC=C(C=C3)C3=CC=C(C=C3)N3C(CCC3)=O)C1=O)C (6aS,8R)-8-hydroxy-8-methyl-2-((5-(4-(2-oxopyrrolidin-1-yl)-phenyl)pyridin-2-yl)-amino)-6,6a,7,8-tetra-hydro-9H-pyrido[2,3-b]pyrrolo[1,2-d][1,4]-oxazin-9-one